ClC1=C(C=CC=C1OC)C1=C(C2=C(N=C(N=C2NCCOC)C=2N(C=CN2)C)S1)C1=CC=CC=C1 6-(2-Chloro-3-methoxyphenyl)-N-(2-methoxyethyl)-2-(1-methyl-1H-imidazol-2-yl)-5-phenylthieno[2,3-d]pyrimidin-4-amine